6-{[4-Fluoro-3-(7-morpholin-4-yl-quinazolin-4-yl)phenyl]-hydroxymethyl}-2H-pyridazin-3-one FC1=C(C=C(C=C1)C(C=1C=CC(NN1)=O)O)C1=NC=NC2=CC(=CC=C12)N1CCOCC1